C(C)(=O)OC(C)(C=C)CCC=C(C)C linalyl acetate